CN1C(=NN=C1)C[C@@H](C)C=1C=C(C=CC1)NC(C1=NC(=CC=C1)C(F)(F)F)=O (R)-N-(3-(1-(4-methyl-4H-1,2,4-triazol-3-yl)propan-2-yl)phenyl)-6-(trifluoromethyl)picolinamide